6-methyl-N-(6-methyl-3-pyridinyl)-3-Pyridinamine CC1=CC=C(C=N1)NC=1C=NC(=CC1)C